9-methyl-9H-tribenzo[b,d,f]azepine CN1C2=C(C3=C(C4=C1C=CC=C4)C=CC=C3)C=CC=C2